(3aR*,7aR*)-tert-butyl 3,3-difluoro-6-(3-((4-methoxybenzyl)oxy)-2,2-dimethyl-3-oxopropyl)-7-oxooctahydro-1H-pyrrolo[2,3-c]pyridine-1-carboxylate FC1(CN([C@H]2C(N(CC[C@H]21)CC(C(=O)OCC2=CC=C(C=C2)OC)(C)C)=O)C(=O)OC(C)(C)C)F |o1:4,9|